FC(C(=O)O)(F)F.C(CCCCCCCCCO)O decylene glycol trifluoroacetate